4-(5-Bromopyrazolo[3,4-c]pyridin-2-yl)cyclohexanol BrC1=CC=2C(C=N1)=NN(C2)C2CCC(CC2)O